NC=1C2=C(NC(N1)=O)SC(=C2C)C 4-AMINO-5,6-DIMETHYLTHIENO[2,3-D]PYRIMIDIN-2(1H)-ONE